FC1=C(OC=2C=NC3=CC(=NC=C3C2)C(C(F)(F)F)N2CC(CCC2)(C)CO)C=CC(=C1)F (1-(1-(3-(2,4-Difluorophenoxy)-1,6-naphthyridin-7-yl)-2,2,2-trifluoroethyl)-3-methylpiperidin-3-yl)methanol